4-(4-amino-6-(2-fluoro-4-methacrylamido-phenyl)-7-methyl-7H-pyrrolo[2,3-d]pyrimidin-5-yl)-N-((3-fluorooxetan-3-yl)methyl)-N-methylbenzamide NC=1C2=C(N=CN1)N(C(=C2C2=CC=C(C(=O)N(C)CC1(COC1)F)C=C2)C2=C(C=C(C=C2)NC(C(=C)C)=O)F)C